triethylammonium bromide salt [Br-].C(C)[NH+](CC)CC